2-butyl-4-chloro-1-((5'-(4,4,5,5-tetramethyl-1,3,2-dioxaborolan-2-yl)-2'-(2-trityl-2H-tetrazol-5-yl)-[1,1'-biphenyl]-4-yl)methyl)-1H-imidazole-5-carboxylic acid C(CCC)C=1N(C(=C(N1)Cl)C(=O)O)CC1=CC=C(C=C1)C1=C(C=CC(=C1)B1OC(C(O1)(C)C)(C)C)C=1N=NN(N1)C(C1=CC=CC=C1)(C1=CC=CC=C1)C1=CC=CC=C1